2-Chloro-N-(4'-(5-phenyl-1,3,4-oxadiazol-2-yl)-[1,1'-biphenyl]-2-yl)nicotinamide ClC1=C(C(=O)NC2=C(C=CC=C2)C2=CC=C(C=C2)C=2OC(=NN2)C2=CC=CC=C2)C=CC=N1